NC1=C(C=C(C=N1)C=1C=C2N(N1)CCC21CN(C1)C(=O)NC12CCC(CC1)C2)OC(F)F 2'-[6-amino-5-(difluoromethoxy)pyridin-3-yl]-N-(bicyclo[2.2.1]heptan-1-yl)-5',6'-dihydrospiro[azetidine-3,4'-pyrrolo[1,2-b]pyrazole]-1-carboxamide